6-(3-(2-(1-(3-fluorophenyl)cyclopropoxy)acetyl)-3,8-diazabicyclo[3.2.1]octan-8-yl)nicotinonitrile FC=1C=C(C=CC1)C1(CC1)OCC(=O)N1CC2CCC(C1)N2C2=NC=C(C#N)C=C2